N-(3-((3-amino-1H-indazol-4-yl)ethynyl)phenyl)-3,5-bis(trifluoromethyl)benzamide NC1=NNC2=CC=CC(=C12)C#CC=1C=C(C=CC1)NC(C1=CC(=CC(=C1)C(F)(F)F)C(F)(F)F)=O